5-methyl-N-(6-methyl-5-(7-(methylamino)-1,6-naphthyridin-3-yl)pyridin-3-yl)-4-(trifluoromethyl)picolinamide CC=1C(=CC(=NC1)C(=O)NC=1C=NC(=C(C1)C=1C=NC2=CC(=NC=C2C1)NC)C)C(F)(F)F